N-(2-(dimethylamino)ethyl)-4-(6-phenylimidazo[1,5-a]pyrazin-3-yl)benzamide CN(CCNC(C1=CC=C(C=C1)C1=NC=C2N1C=C(N=C2)C2=CC=CC=C2)=O)C